C(#N)C(C1CN(CCC1)C(=O)OC(C)(C)C)O[Si](C)(C)C tert-butyl 3-(cyano(trimethylsilyloxy)methyl)piperidine-1-carboxylate